IC(CCC1=CC=C(C=C1)OC(F)(F)F)C 1-(3-iodobutyl)-4-(trifluoromethoxy)benzene